6-fluoro-2-(1H-pyrazole-4-yl)quinoline FC=1C=C2C=CC(=NC2=CC1)C=1C=NNC1